FC(OC1=CC(=NN1)NC1=NC(=CN=C1)OCC1=NOC=C1)F N-(5-(difluoromethoxy)-1H-pyrazol-3-yl)-6-(isoxazol-3-ylmethoxy)pyrazin-2-amine